3-(5-(((1R,2R)-2-(((3,3-difluorocyclobutyl)methyl)amino)cyclopentyl)oxy)-1-oxoisoindolin-2-yl)piperidine-2,6-dione FC1(CC(C1)CN[C@H]1[C@@H](CCC1)OC=1C=C2CN(C(C2=CC1)=O)C1C(NC(CC1)=O)=O)F